bis(2-hydroxyethyl)dithiocarbamat OCCN(C([S-])=S)CCO